C(C1=CC=CC=C1)N1C(C=C(C=C1)C(=O)NCC1=CC=C2C=C(N(C2=C1)C(=O)OC(C)(C)C)CN(CC1CCC1)C(=O)OC(C)(C)C)=O tert-butyl 6-((1-benzyl-2-oxo-1,2-dihydropyridine-4-carboxamido)methyl)-2-(((tert-butyloxycarbonyl)(cyclobutylmethyl)amino)methyl)-1H-indole-1-carboxylate